CC=1CCCC(C1)C=1C(=C(C(=CC1O)CCCCC)C1=NN=C(N1)C)O 5'-methyl-3-(5-methyl-4H-1,2,4-triazol-3-yl)-4-pentyl-1',2',3',4'-tetrahydro-[1,1'-biphenyl]-2,6-diol